tert-butyl (S)-2-methyl-1,4-diazacycloheptane-1-carboxylate C[C@@H]1N(CCCNC1)C(=O)OC(C)(C)C